C(C)(C)(C)S(=O)(=O)C=1C(=CC=2N(C1)C(=CN2)N2N=CC(=C2)N2C(C(CC2)C2=CC=CC=C2)=O)OC 1-(1-(6-(tert-butylsulfonyl)-7-methoxyimidazo[1,2-a]pyridin-3-yl)-1H-pyrazol-4-yl)-3-phenylpyrrolidin-2-one